C(C=CC=CC=CC=CC=CCCCCCCCCC)(=O)OCC eicosapentaenoic acid, ethyl ester